tert-Butyl 2-(5-cyclopropyl-3-(2,6-dichlorophenyl)isoxazol-4-yl)-2-hydroxy-7-azaspiro[3.5]nonane-7-carboxylate C1(CC1)C1=C(C(=NO1)C1=C(C=CC=C1Cl)Cl)C1(CC2(C1)CCN(CC2)C(=O)OC(C)(C)C)O